(R)-2-(3-(3,3-difluoro-1-(fluoro(4-methyl-4H-1,2,4-triazol-3-yl)methyl)cyclobutyl)-phenyl)-6-((3-hydroxy-3-methylazetidin-1-yl)methyl)-4-(trifluoromethyl)isoindolin-1-one FC1(CC(C1)([C@H](C1=NN=CN1C)F)C=1C=C(C=CC1)N1C(C2=CC(=CC(=C2C1)C(F)(F)F)CN1CC(C1)(C)O)=O)F